FC(C1=CC(=C(N)C=C1)C1=NC=NC(=C1)C(F)(F)F)(F)F 4-(trifluoromethyl)-2-(6-(trifluoromethyl)pyrimidin-4-yl)aniline